N-[[6-(1,3-Benzodioxol-5-ylmethylamino)-2-pyridyl]sulfonyl]-2-(2,2,4-trimethylpyrrolidin-1-yl)pyridin-3-carboxamid O1COC2=C1C=CC(=C2)CNC2=CC=CC(=N2)S(=O)(=O)NC(=O)C=2C(=NC=CC2)N2C(CC(C2)C)(C)C